4-(3,5-Dimethoxybenzyl)-9-(4-fluoro-2-methylphenyl)-7-((2-methyl-1H-imidazol-1-yl)methyl)-3,4-dihydro-1H-benzo[e][1,4]diazepine-2,5-dione COC=1C=C(CN2CC(NC3=C(C2=O)C=C(C=C3C3=C(C=C(C=C3)F)C)CN3C(=NC=C3)C)=O)C=C(C1)OC